4-amino-6-bromo-7-(1-methylcyclopropyl)-7H-pyrrolo[2,3-d]pyrimidine-5-carbonitrile NC=1C2=C(N=CN1)N(C(=C2C#N)Br)C2(CC2)C